CC1=C(OC=2C(=CC(N(C2)C)=O)C=2C3=C(C(N(C2)C)=O)NC(=C3)C3=NNN=C3)C(=CC=C1)C 4-(5-(2,6-dimethylphenoxy)-1-methyl-2-oxo-1,2-dihydropyridin-4-yl)-6-methyl-2-(2H-1,2,3-triazol-4-yl)-1,6-dihydro-7H-pyrrolo[2,3-c]pyridin-7-one